C1(=CC=CC=C1)C1=NC(=NC(=N1)C1=CC=CC=C1)C=1C=C(C=CC1)N1C2=CC=CC=C2C=2C=CC(=CC12)C=1C=CC=2N(C3=CC=CC=C3C2C1)C1=CC=CC=C1 9-[3-(4,6-diphenyl-1,3,5-triazin-2-yl)phenyl]-9'-phenyl-2,3-bi-9H-carbazole